tert-butyl N-[2-[[4-[(5-cyano-3-pyridyl)sulfonimidoyl]benzoyl]amino]-4-(4-fluorophenyl)phenyl]carbamate C(#N)C=1C=C(C=NC1)S(=O)(=N)C1=CC=C(C(=O)NC2=C(C=CC(=C2)C2=CC=C(C=C2)F)NC(OC(C)(C)C)=O)C=C1